4-chlorobenzo[b]thiophene-2-carboxylic acid ClC1=CC=CC=2SC(=CC21)C(=O)O